N1(CCCCC1)C=1N=CC(=NC1)C(=O)N 5-(piperidin-1-yl)pyrazine-2-carboxamide